COC1=C(C=C(C(=C1)CCC)OC)CCNCC1=C(C=CC=C1)OC 2-(2,5-dimethoxy-4-propylphenyl)-N-[(2-methoxyphenyl)methyl]ethanamine